(S)-benzyl 4-methyl-2-(phenylsulfonamido)pentanoate CC(C[C@@H](C(=O)OCC1=CC=CC=C1)NS(=O)(=O)C1=CC=CC=C1)C